ClCC=1C(=NC=CC1OC1CC1)C(F)(F)F 3-(Chloromethyl)-4-cyclopropoxy-2-(trifluoromethyl)pyridine